N-(2,6-diisopropylphenyl)methanimine C(C)(C)C1=C(C(=CC=C1)C(C)C)N=C